COC1(CC=C(C(C2=CC=CC=C2)(C2=CC=CC=C2)Cl)C=C1)OC 4,4-dimethoxytrityl chloride